C(C)(C)(C)OC(=O)NC1=CC(=C(C(=O)ON2C(CCC2=O)=O)C=C1)OCC 2,5-dioxopyrrolidin-1-yl 4-((tert-butoxycarbonyl) amino)-2-ethoxybenzoate